3-[2-(8-chloro-7-fluoro-4-oxo-chroman-2-yl)-5-(trifluoromethyl)phenoxy]propionic acid ClC=1C(=CC=C2C(CC(OC12)C1=C(OCCC(=O)O)C=C(C=C1)C(F)(F)F)=O)F